ClC=1C=C(C=CC1OC(F)(F)F)[C@H](NC(=O)N1[C@@H](C(NCC1)=O)C)C=1C=NN(C1)C(F)(F)F (2R)-N-((S)-(3-chloro-4-(trifluoromethoxy)phenyl)(1-(trifluoromethyl)-1H-pyrazol-4-yl)methyl)-2-methyl-3-oxopiperazine-1-carboxamide